2-Bromomaleic anhydride Br/C=1/C(=O)OC(\C1)=O